tert-butyl-(S)-4-(6-(7-ethoxy-2-methylimidazo[1,2-a]pyridine-6-carboxamido)pyridazin-3-yl)-2-methylpiperazine C(C)(C)(C)N1[C@H](CN(CC1)C=1N=NC(=CC1)NC(=O)C=1C(=CC=2N(C1)C=C(N2)C)OCC)C